BrC1=NC=C(C=C1)C1=NC(=C(C(=N1)F)C(F)(F)F)OC 2-(2-Bromo-5-pyridyl)-4-fluoro-6-methoxy-5-trifluoromethylpyrimidine